N12C(CC(CC1)C2)C2=NC(=NO2)C2=NC=C(C=C2)C#CC2=NC=CC=C2 5-(1-azabicyclo[2.2.1]heptan-2-yl)-3-(5-(pyridin-2-ylethynyl)pyridin-2-yl)-1,2,4-oxadiazole